ClC1=C(C=C(C(=O)[O-])C=C1)S(NC1=CC(=CC=C1)[N+](=O)[O-])(=O)=O 4-chloro-3-(N-(3-nitrophenyl)sulfamoyl)benzoate